N1CCC(CC1)CC1CCNCC1 1,1-di-(4-piperidyl)methane